C(C)(C)N1N=CC(=C1)C1=CC=2N(N=C1C)C(=CN2)C2=C1C=CC(=NC1=NC=C2)N2N=CC(=N2)C 5-(7-(1-Isopropyl-1H-pyrazol-4-yl)-6-methylimidazo[1,2-b]pyridazin-3-yl)-2-(4-methyl-2H-1,2,3-triazol-2-yl)-1,8-naphthyridine